(Z)-3-Hexenylacetat C(C\C=C/CC)CC(=O)[O-]